N-((1-(5-FLUOROQUINAZOLIN-4-YL)PIPERIDIN-3-YL)METHYL)METHANESULFONAMIDE FC1=C2C(=NC=NC2=CC=C1)N1CC(CCC1)CNS(=O)(=O)C